C(#N)C1(CC1)C=1C=CC(=NC1)COC1=NN=C(S1)NC(C1=CN=C(C=C1C1=C(C=CC=C1OC)F)C)=O N-(5-((5-(1-cyanocyclopropyl)pyridin-2-yl)methoxy)-1,3,4-thiadiazol-2-yl)-4-(2-fluoro-6-methoxyphenyl)-6-methylnicotinamide